FC1=C(C=CC=C1)C(C)N1C2=C(OCC1=O)C=CC(=C2)C(=O)NO 4-(1-(2-fluorophenyl)ethyl)-N-hydroxy-3-oxo-3,4-dihydro-2H-benzo[b][1,4]oxazine-6-carboxamide